C(C)(CC)[Si](OCCOCC)(OCCOCC)C(C)CC di-sec-butyl-bis-(2-ethoxyethoxy)silane